5-(3-(2-amino-[1,2,4]triazolo[1,5-a]pyridin-7-yl)-2,6-difluorophenoxy)-2-(4-chlorophenyl)-3,3-difluoropentan-2-ol NC1=NN2C(C=C(C=C2)C=2C(=C(OCCC(C(C)(O)C3=CC=C(C=C3)Cl)(F)F)C(=CC2)F)F)=N1